2-(4-chloro-2-fluoro-3-(methylsulfonyl)phenyl)-4,4,5,5-tetramethyl-1,3,2-dioxaborolane ClC1=C(C(=C(C=C1)B1OC(C(O1)(C)C)(C)C)F)S(=O)(=O)C